N(=C=S)CC1SCSCC1CN=C=S 4,5-bis(isothiocyanatomethyl)-1,3-dithiane